O1C=CC2=C1C(=CC=C2)C(=O)N2[C@@H](C=1N(CC2)C(=NN1)C1=NC(=NS1)C)C (R)-benzofuran-7-yl-(8-methyl-3-(3-methyl-1,2,4-thiadiazol-5-yl)-5,6-dihydro-[1,2,4]triazolo[4,3-a]pyrazin-7(8H)-yl)methanone